Benzyl-2-[(3-bromo-2-fluorophenyl)methyl]-3-(hydroxyimino)pyrrolidine-1-carboxylate C(C1=CC=CC=C1)OC(=O)N1C(C(CC1)=NO)CC1=C(C(=CC=C1)Br)F